3-bromo-1H-pyrrolo[3,2-c]pyridine-4-carbonitrile BrC1=CNC2=C1C(=NC=C2)C#N